C(\C=C\C(=O)[O-])(=O)OCCCCCCC(C)C isononyl fumarate